(2R,4S)-1-[(3-chloro-2-fluoro-phenyl)methyl]-4-[[3-fluoro-6-[(5-methyl-1H-pyrazol-3-yl)amino]-2-pyridinyl]methyl]-2-methylpiperidine-4-carboxylic acid ClC=1C(=C(C=CC1)CN1[C@@H](C[C@](CC1)(C(=O)O)CC1=NC(=CC=C1F)NC1=NNC(=C1)C)C)F